1-[2-fluoro-5-(trifluoromethoxy)phenyl]-3,3-dimethyl-N-[(3R)-3-methyl-1,1-dioxo-thiolan-3-yl]-2-oxo-indoline-5-carboxamide FC1=C(C=C(C=C1)OC(F)(F)F)N1C(C(C2=CC(=CC=C12)C(=O)N[C@]1(CS(CC1)(=O)=O)C)(C)C)=O